1-(1-{5-chloro-3-[1-(2,2-difluoroethyl)azetidin-3-yl]-2-ethoxy-4-fluorophenyl}ethyl)-3-methyl-1H-pyrazolo[3,4-d]pyrimidin-4-amine ClC=1C(=C(C(=C(C1)C(C)N1N=C(C=2C1=NC=NC2N)C)OCC)C2CN(C2)CC(F)F)F